1-tridecanol dihydrogen phosphate dipotassium salt [K].[K].P(=O)(O)(O)OCCCCCCCCCCCCC